1-(2-methoxy-6Z-pentadecenyl)-sn-glycero-3-phosphoserine CCCCCCCC/C=C\CCCC(COC[C@H](COP(=O)(O)OC[C@@H](C(=O)O)N)O)OC